O1C(OCC1)C1=CC=C(C=N1)B(O)O (6-(1,3-dioxolan-2-yl)pyridin-3-yl)boronic acid